ClC1=CC=C(C=C1)C1=NN(C(C1)C1=CC=C(C=C1)Cl)C(=O)C1C(OC2=C(C1)C=CC(=C2)OCCC[Se]C#N)=O 3-(3,5-bis(4-chlorophenyl)-4,5-dihydro-1H-pyrazole-1-carbonyl)-7-(3-cyanoselenopropoxy)-dihydro-benzopyran-2-one